ClC=1C=C(C=C2C(=NC(=NC12)C1CC1)N1CCC(CC1)C1=C(C=CC=C1)OC)N(CCO)C 2-({8-chloro-2-cyclopropyl-4-[4-(2-methoxy-phenyl)-piperidin-1-yl]-quinazolin-6-yl}-methyl-amino)-ethanol